C(CCC)OC(=O)N1CCC(CC1)NC=1C(=NC(=NC1)OC(C)C)C(=O)O ((1-(1-butoxycarbonyl)piperidin-4-yl)amino)-2-isopropoxypyrimidine-4-carboxylic acid